NCCNCCC[Si](OCCCC)(OCCCC)OCCCC N-(2-aminoethyl)-3-aminopropyl-tris(2-ethylethoxy)silane